BrC1=C(C=C(C(=O)N2CC=3N(CC2)C(N(C3C(=O)NCC3=C(C=C(C=C3)OC(F)(F)F)F)C3=CC=C(C=C3)OCC(F)(F)F)=O)C=C1)Cl 7-(4-bromo-3-chloro-benzoyl)-N-[[2-fluoro-4-(trifluoromethoxy)phenyl]methyl]-3-oxo-2-[4-(2,2,2-trifluoroethoxy)phenyl]-6,8-dihydro-5H-imidazo[1,5-a]pyrazine-1-carboxamide